C(CCCCCCCCC)C=1OCCCN1 2-decyl-4,5-dihydro-1,3-oxazine